5-(1-(((1r,4r)-4-(((tert-butyldimethylsilyl)oxy)methyl)cyclohexyl)methyl)piperidin-4-yl)pyridin-2-amine [Si](C)(C)(C(C)(C)C)OCC1CCC(CC1)CN1CCC(CC1)C=1C=CC(=NC1)N